5'-(trifluoromethyl)spiro[cyclobutane-1,3'-indoline]-2'-one FC(C=1C=C2C3(C(NC2=CC1)=O)CCC3)(F)F